bis(2-methylallyl)(1,5-cyclooctadiene) ruthenium dichloride [Ru](Cl)Cl.CC(CC1=C(CCC=CCC1)CC(=C)C)=C